2,3-dichloro-6,7-dimethoxy-quinoxaline ClC1=NC2=CC(=C(C=C2N=C1Cl)OC)OC